COC1=NC=C(C2=C1N=C(S2)NC(=O)N2CC(CC2)N)C2=CC=CC=C2 3-Amino-pyrrolidine-1-carboxylic acid (4-methoxy-7-phenyl-thiazolo[4,5-c]pyridin-2-yl)-amide